C(C)(C)(C)C=1C=CC(=C(C1)S(=O)(=O)NC(=O)C1=NC2=CC=CC(=C2C=N1)N1N=CC=C1)OC N-((5-(tert-butyl)-2-methoxyphenyl)sulfonyl)-5-(1H-pyrazol-1-yl)quinazoline-2-carboxamide